4-((7-methoxy-2-(trifluoromethyl)-1H-imidazo[4,5-c][1,8]naphthyridin-1-yl)methyl)benzenesulfonamide COC=1C=CC=2C3=C(C=NC2N1)N=C(N3CC3=CC=C(C=C3)S(=O)(=O)N)C(F)(F)F